C=1SC=C2C1CCC(C2)NC(OC(C)(C)C)=O tert-butyl N-(4,5,6,7-tetrahydro-2-benzothiophen-5-yl)carbamate